7-bromo-N-(6-(4-isopropyl-4H-1,2,4-triazol-3-yl)pyridin-2-yl)-1H-indole-3-carboxamide BrC=1C=CC=C2C(=CNC12)C(=O)NC1=NC(=CC=C1)C1=NN=CN1C(C)C